ClC=1C=CC=2N=CN=C(C2N1)NC1=CC(=C(C=C1)OCC1COCC1)Cl 6-chloro-N-[3-chloro-4-(tetrahydrofuran-3-ylmethoxy)phenyl]pyrido[3,2-d]pyrimidin-4-amine